N1(C=NC=C1)CC=1C=C(C2=C(C(N(CCO2)C2=CC=NC3=C(C=C(C=C23)CC)C(=O)O)=O)C1)C=1C(=NN(C1)C)C(F)(F)F 4-(7-((1H-imidazol-1-yl)methyl)-9-(1-methyl-3-(trifluoromethyl)-1H-pyrazol-4-yl)-5-oxo-2,3-dihydrobenzo[1,4]oxazepin-4(5H)-yl)-6-ethylquinoline-8-carboxylic acid